C[C@@]12CC3(CC(C[C@](C1)(C3)C)(C2)NC2=NC=C(C(=N2)C2=CN=C3N2C=C(C=C3)NC=3C=NC=CC3)C)O (1s,3R,5S,7r)-3,5-Dimethyl-7-((5-methyl-4-(6-(pyridin-3-ylamino)imidazo[1,2-a]pyridin-3-yl)pyrimidin-2-yl)amino)adamantan-1-ol